N1(CCCC1)C(C=CC)=O 1-(pyrrolidin-1-yl)but-2-en-1-one